ClC=1C=CN(C1)S(=O)(=O)C1=CC=C(C)C=C1 4-Chloro-1-p-toluenesulfonyl-1H-pyrrole